cesium methylnaphthalenedisulfonate COS(=O)(=O)C=1C(=CC=C2C=CC=CC12)S(=O)(=O)[O-].[Cs+]